methyl (S)-2-((2-(2,6-difluoro-4-(furan-2-yl)phenyl)-7-methylimidazo[1,2-a]pyridin-3-yl)methyl)morpholine-4-carboxylate FC1=C(C(=CC(=C1)C=1OC=CC1)F)C=1N=C2N(C=CC(=C2)C)C1C[C@H]1CN(CCO1)C(=O)OC